3-(methylcarbamoyl)propanoic acid CNC(=O)CCC(=O)O